FC=1C(=C(C=CC1)NC1=C2C(=NC(=C1)NC1=NC=C(C=C1)C)NN(C2=O)C)OC 4-((3-fluoro-2-methoxyphenyl)amino)-2-methyl-6-((5-methylpyridin-2-yl)amino)-1,2-dihydro-3H-pyrazolo[3,4-b]pyridin-3-one